FC(C[C@H](C(=O)NC1=NC=CC(=C1)C1=C(C2=NC(=CC(=C2N1)O[C@@H]1COCC1)F)C1=NC=CC=C1)C1=CC=C(C=C1)F)F (2S)-4,4-difluoro-N-{4-[5-fluoro-7-{[(3S)-oxolan-3-yl]oxy}-3-(pyridin-2-yl)-1H-pyrrolo[3,2-b]pyridin-2-yl]pyridin-2-yl}-2-(4-fluorophenyl)butanamide